C(CCCC)C(CCC(=O)OCCCCC1OC1)CCCCCCC 4-(oxiran-2-yl)butyl 4-pentylundecanoate